(4r,5s,7r,8r,9s,10r)-7-(hydroxymethyl)-4-((3-methoxybenzyl)amino)-9-(4-(3,4,5-trifluorophenyl)-1H-1,2,3-triazol-1-yl)-1,6-dioxaspiro[4.5]decan-8,10-diol OC[C@H]1O[C@@]2([C@@H](CCO2)NCC2=CC(=CC=C2)OC)[C@@H]([C@H]([C@H]1O)N1N=NC(=C1)C1=CC(=C(C(=C1)F)F)F)O